10-nonadecyn-2-one CC(CCCCCCCC#CCCCCCCCC)=O